C1(=CC=CC=C1)\C=C/C1=CC=CC=C1 Z-stilbene